1,4-diallyl-cyclohexanol C(C=C)C1(CCC(CC1)CC=C)O